ClC1=NC(=CC=2C1=NC=C(N2)C)Cl 5,7-dichloro-2-methyl-pyrido[3,4-b]pyrazine